BrC1=CC(=CC=2C3C(CN(C12)[C@H]1C[C@@H](N(C1)C(=O)OC(C)(C)C)C(=O)OC)C3)Cl (2R,4S)-1-tert-butyl 2-methyl 4-(4-bromo-6-chloro-1a,2-dihydro-1H-cyclopropa[c]quinolin-3(7bH)-yl)pyrrolidine-1,2-dicarboxylate